NC1=CC=C(C(=O)N2C[C@@H](CC2)N2N=CC(=C2)C=2C=C(C=3N(C2)N=CC3C#N)OC)C=C1 (R)-6-(1-(1-(4-aminobenzoyl)pyrrolidin-3-yl)-1H-pyrazol-4-yl)-4-methoxypyrazolo[1,5-a]pyridine-3-carbonitrile